(R)-8-(8-(phenylsulfanyl)imidazo[1,2-c]pyrimidin-5-yl)-8-azaspiro[4.5]decan-1-amine C1(=CC=CC=C1)SC=1C=2N(C(=NC1)N1CCC3(CCC[C@H]3N)CC1)C=CN2